[Si](C)(C)(C(C)(C)C)OCCCCC1(C(C(=NC=C1)C(C)C)N)C 4-((tert-butyldimethylsilyloxy)butyl)-2-isopropyl-4-methylpyridin-3-amine